ClC1=C(C=CC=C1)N1C(=NC(=C1C1=CC=CC=C1)C1=CC=CC=C1)C1(N=C(C(=N1)C1=CC=CC=C1)C1=CC=CC=C1)C1=C(C=CC=C1)Cl 1,2'-Bis(2-chlorophenyl)-tetraphenylbiimidazole